ClC1=CC(=NC(=C1)OCC(F)(F)F)C1(CC1)NC(C[C@@](C)(O)C1=C(C=C(C=C1)F)F)=O (R)-N-(1-(4-chloro-6-(2,2,2-trifluoroethoxy)pyridin-2-yl)cyclopropyl)-3-(2,4-difluorophenyl)-3-hydroxybutanamide